folic amide C(CC[C@@H](C(=O)O)NC(=O)C1=CC=C(NCC2=CN=C3N=C(N)NC(=O)C3=N2)C=C1)(=O)N